C(C)OC(=O)C=1NC(=C(C1N)C)C 3-amino-4,5-dimethyl-1H-pyrrole-2-carboxylic acid ethyl ester